N-(8-((2-(2,6-dioxopiperidin-3-yl)-1,3-dioxoisoindolin-4-yl)amino)octyl)acetamide O=C1NC(CCC1N1C(C2=CC=CC(=C2C1=O)NCCCCCCCCNC(C)=O)=O)=O